Cl.N1(CCNCC1)CCN1C(=NC=C1)C=O 1-(2-PIPERAZIN-1-YLETHYL)-2-FORMYLIMIDAZOLE HCL